C([O-])([O-])=O.[Sc+3].C([O-])([O-])=O.C([O-])([O-])=O.[Sc+3] scandium (III) carbonate